(S)-6-Chloro-2-(2,5-dimethyl-1-(4-(2-morpholinoethoxy)phenyl)-1H-pyrrol-3-yl)-N-(1-(ethylsulfonyl)pyrrolidin-3-yl)-1H-imidazo[4,5-b]pyridin-7-amin ClC=1C(=C2C(=NC1)N=C(N2)C2=C(N(C(=C2)C)C2=CC=C(C=C2)OCCN2CCOCC2)C)N[C@@H]2CN(CC2)S(=O)(=O)CC